C(C)(C)(C)OC1=NC=C(C(=N1)OC(C)(C)C)C=1C=C2C(=NN1)N(N=C2O[C@@H](C(F)F)C2=CC=CC=C2)C 5-(2,4-ditert-butoxypyrimidin-5-yl)-1-methyl-3-[(1R)-2,2-difluoro-1-phenyl-ethoxy]pyrazolo[3,4-c]pyridazine